ClC1=C(C=C(C=C1Cl)CN=C=O)CN=C=O 4,5-dichloro-meta-xylylene diisocyanate